C(=O)C=1N=CC(=NC1)N1CCN(CC1)CC#N [4-(5-Formylpyrazin-2-yl)piperazin-1-yl]acetonitrile